4-(4-(2,5-difluoro-4-methylphenyl)-1H-1,2,3-triazol-1-yl)-2-(hydroxymethyl)-5-methoxytetrahydro-2H-pyran-3-ol FC1=C(C=C(C(=C1)C)F)C=1N=NN(C1)C1C(C(OCC1OC)CO)O